C(C=C)P(O)(=O)CCCC allyl-butyl-phosphinic acid